2-(3,4-difluoro-2-methoxy-phenyl)-4,4,5,5-tetramethyl-1,3,2-dioxaborolane FC=1C(=C(C=CC1F)B1OC(C(O1)(C)C)(C)C)OC